C(C)(C)C=1C=NN2C1N=C(C=C2NCC2=CC=C(C=C2)C2=NC=CC=N2)NC[C@@H]2[C@H](CNCC2)O (3R,4R)-4-(((3-isopropyl-7-((4-(pyrimidin-2-yl)benzyl)amino)pyrazolo[1,5-a]pyrimidin-5-yl)amino)methyl)piperidin-3-ol